(2'-(4,5-Dimethyl-1H-imidazol-2-yl)-3,4'-bipyridin-5-yl)(3-(pyridin-2-yl)pyrrolidin-1-yl)methanon CC=1N=C(NC1C)C1=NC=CC(=C1)C=1C=NC=C(C1)C(=O)N1CC(CC1)C1=NC=CC=C1